BrC=1C=CC2=C([Se]C3=C(B2C2=C(C=C(C=C2C(C)C)C(C)C)C(C)C)C=CC(=C3)Br)C1 3,7-dibromo-10-(2,4,6-triisopropylphenyl)-10H-dibenzo[b,e][1,4]selenaborinine